ethyl 2-{[1-(methoxyacetyl)piperidin-4-yl]methyl}-8-(trifluoromethyl)-4,5-dihydro-2H-furo[2,3-g]indazole-7-carboxylate COCC(=O)N1CCC(CC1)CN1N=C2C3=C(CCC2=C1)OC(=C3C(F)(F)F)C(=O)OCC